4-(4-methylpiperazin-1-yl)-1-[(5-methyl-1,3-thiazol-2-yl)methyl]-2-(trifluoromethyl)-1H-indole CN1CCN(CC1)C1=C2C=C(N(C2=CC=C1)CC=1SC(=CN1)C)C(F)(F)F